N-{4-[(dimethylamino)methyl]benzene-sulfonyl}-2-[4-(2,4-dimethylphenyl)-2,6-bis(propan-2-yl)phenyl]acetamide CN(C)CC1=CC=C(C=C1)S(=O)(=O)NC(CC1=C(C=C(C=C1C(C)C)C1=C(C=C(C=C1)C)C)C(C)C)=O